2-((5-(6-hydroxypyridin-3-yl)-1,3,4-thiadiazol-2-yl)methyl)-6-(2-(2,2,2-trifluoroethoxy)pyrimidin-5-yl)pyridazin-3(2H)-one OC1=CC=C(C=N1)C1=NN=C(S1)CN1N=C(C=CC1=O)C=1C=NC(=NC1)OCC(F)(F)F